2-[(5,6-diphenyl-1,2,4-triazin-3-yl)sulfanyl]-N,N-dimethylacetamide C1(=CC=CC=C1)C=1N=C(N=NC1C1=CC=CC=C1)SCC(=O)N(C)C